C1(CCC1)OC1=C(C(=CC=C1)F)S(=O)(=O)N 2-(cyclobutyloxy)-6-fluorobenzene-1-sulfonamide